BrC=1C=C(C=CC1)C1(CCC1)CC(=O)NN 2-[1-(3-bromophenyl)cyclobutyl]-acetohydrazide